C(#C)C1(C(N(CC1(F)F)C)=O)O 3-ethynyl-4,4-difluoro-3-hydroxy-1-methylpyrrolidin-2-one